FC1=C(C=CC=C1C(F)(F)F)[C@@H](C)NC=1C2=C(N=C(N1)OCC1CN(C1)C(C)C)N=C(C(=C2)C2CCS(CC2)(=O)=O)OC (R)-4-(4-((1-(2-fluoro-3-(trifluoromethyl)phenyl)ethyl)amino)-2-((1-isopropylazetidin-3-yl)methoxy)-7-methoxypyrido[2,3-d]pyrimidin-6-yl)tetrahydro-2H-thiopyran 1,1-dioxide